N-{8'-bromo-4'H-spiro[cyclopropane-1,5'-naphtho[2,1-d][1,2]oxazol]-3'-yl}-4-methanesulfonyl-2,6-dimethoxybenzenesulfonamide BrC1=CC=C2C3(CC=4C(=NOC4C2=C1)NS(=O)(=O)C1=C(C=C(C=C1OC)S(=O)(=O)C)OC)CC3